C(C)OC(=O)C=1N(C2=CC(=CC=C2C1)C#N)CC1CCC1 6-Cyano-1-(cyclobutylmethyl)-1H-indole-2-carboxylic acid ethyl ester